1,1,2,3,4-Pentafluoro-1-butene FC(=C(C(CF)F)F)F